6-((3-hydroxypropyl)(6-(((tetradecan-7-yloxy)carbonyl)oxy)hexyl)amino)hexyl 2-hexyldecanoate C(CCCCC)C(C(=O)OCCCCCCN(CCCCCCOC(=O)OC(CCCCCC)CCCCCCC)CCCO)CCCCCCCC